FC1=C(C=CC=C1F)[C@@H]1[C@H](O1)[C@@H]1N(CCC1)C(=O)OCC1=CC=CC=C1 benzyl (R)-2-((2R,3R)-3-(2,3-difluorophenyl)oxiran-2-yl)pyrrolidine-1-carboxylate